Cl.FC1(OC2=C(O1)C=CC=C2N2CCNCC2)F 1-(2,2-difluorobenzo[d][1,3]dioxolan-4-yl)piperazine hydrochloride